CS(=O)(=O)OCC1=NC=C(C=C1F)N1C(NC(CC1)=O)=O (5-(2,4-dioxotetrahydropyrimidin-1(2H)-yl)-3-fluoropyridin-2-yl)methyl methanesulfonate